NC=1N=C(SC1C(C1=CC=C(C=C1)OCC(=O)N(CC#C)C)=O)N(C1=CC=C(C=C1)F)C(C(=O)N)C (N-[4-Amino-5-[4-[2-[methyl(prop-2-ynyl)amino]-2-oxoethoxy]benzoyl]thiazol-2-yl]-4-fluoroanilino)propanamid